N-(3-(dimethylamino)propyl)-2-(3-methoxyphenyl)-1-((1r,3r)-3-(methylcarbamoyl)cyclobutyl)-1H-benzo[d]imidazole-6-carboxamide CN(CCCNC(=O)C=1C=CC2=C(N(C(=N2)C2=CC(=CC=C2)OC)C2CC(C2)C(NC)=O)C1)C